C12(CC3CC(CC(C1)C3)C2)C2C(C=C(C=3C=NC(=NC23)NC2=NN(C=C2)C2=CC(=CC=C2)F)C)=O 8-((3r,5r,7r)-adamantan-1-yl)-2-((1-(3-fluorophenyl)-1H-pyrazol-3-yl)amino)-5-methyl-quinazolin-7(8H)-one